N-(4-(2-amino-3-(3-methyl-3-(4-methylpiperazin-1-yl)but-1-ynyl)pyridin-4-yloxy)-3-fluorophenyl)-3-cyclohexyl-1-ethyl-2,4-dioxo-1,2,3,4-tetrahydropyrimidine-5-carboxamide NC1=NC=CC(=C1C#CC(C)(N1CCN(CC1)C)C)OC1=C(C=C(C=C1)NC(=O)C=1C(N(C(N(C1)CC)=O)C1CCCCC1)=O)F